Trifluoroacetoacetic acid ethyl ester C(C)OC(CC(=O)C(F)(F)F)=O